[6-[3-(1-hydroxycyclopropyl)-1,2,4-triazol-1-yl]-2-azaspiro[3.3]heptan-2-yl]-[6-[[2-(2,2,2-trifluoroethyl)-5-(trifluoromethyl)pyrazol-3-yl]methyl]-2-azaspiro[3.3]heptan-2-yl]methanone OC1(CC1)C1=NN(C=N1)C1CC2(CN(C2)C(=O)N2CC3(C2)CC(C3)CC=3N(N=C(C3)C(F)(F)F)CC(F)(F)F)C1